(S)-5-((4-((2-hydroxy-1-phenylethyl)amino)-5-(5-methyl-1,3,4-oxadiazol-2-yl)pyrimidin-2-yl)amino)-3,3-dimethylbenzo[c][1,2]oxaborol-1(3H)-ol OC[C@H](C1=CC=CC=C1)NC1=NC(=NC=C1C=1OC(=NN1)C)NC1=CC2=C(B(OC2(C)C)O)C=C1